CC1(C(C(=C(C(=C1Cl)Cl)Cl)Cl)Cl)Cl endo-methyl-hexachlorobenzene